C1(CCCC1)NC(=O)C1=CC=CN2C1=NC1=CC=C(C=C1C2=O)C2CC2 N-cyclopentyl-2-cyclopropyl-11-oxo-11H-pyrido[2,1-b]quinazoline-6-carboxamide